NC=1C=2N(C(=C(N1)C=1C=C(C#N)C=CC1)C1=NC=NC=C1)N=C(N2)CC2=C(C=CC=C2CN2CC(NCC2)=O)F 3-(8-amino-2-(2-fluoro-6-((3-oxopiperazin-1-yl)methyl)benzyl)-5-(pyrimidin-4-yl)-[1,2,4]triazolo[1,5-a]pyrazin-6-yl)benzonitrile